ethyl 7-(((S)-1-((2S,4R)-4-hydroxy-2-(((S)-1-(4-(4-methylthiazol-5-yl)phenyl)ethyl)carbamoyl)pyrrolidin-1-yl)-3,3-dimethyl-1-oxobutan-2-yl)amino)-7-oxoheptanoate O[C@@H]1C[C@H](N(C1)C([C@H](C(C)(C)C)NC(CCCCCC(=O)OCC)=O)=O)C(N[C@@H](C)C1=CC=C(C=C1)C1=C(N=CS1)C)=O